N1=CNC2=C1C=CC=C2[C@H](C)NC(=O)C2=CC1=CC=CC(=C1C=C2)C2=CC=C(C=C2)C(F)(F)F N-[(1S)-1-(3H-benzimidazol-4-yl)ethyl]-5-[4-(trifluoromethyl)phenyl]naphthalene-2-carboxamide